6'-chloro-2'-oxo-1'-(1H-pyrazol-4-yl)-1,3-dihydrospiro[indene-2,3'-indoline]-5-carboxylic acid ClC1=CC=C2C3(C(N(C2=C1)C=1C=NNC1)=O)CC1=CC=C(C=C1C3)C(=O)O